N-(6-(3-azabicyclo[3.1.0]hexan-3-yl)-4-(1-(cyclopropylmethyl)piperidin-4-yl)-5-fluoropyridin-2-yl)-5-cyclopropylpyrazin-2-amine C12CN(CC2C1)C1=C(C(=CC(=N1)NC1=NC=C(N=C1)C1CC1)C1CCN(CC1)CC1CC1)F